C1(CC1)N1C=C(C(C2=CC(=C(C=C12)N1CCN(CC1)CC(=C=O)OC[C@@H](CC1=CC=CC=C1)N1C(=C(C(C=C1)=C=O)O)C)F)=C=O)C(=O)O (R)-1-cyclopropyl-6-fluoro-7-(4-(2-(2-(3-hydroxy-2-methyl-4-carbonylpyridin-1-yl)-3-phenylpropyloxy)-2-carbonylethyl)piperazin-1-yl)-4-carbonyl-1,4-dihydroquinoline-3-carboxylic acid